2-(3-Aminomethylphenyl)-5-trifluoromethyl-2H-pyrazole-3-carboxylic acid {3-[(cyclopropylmethyl-amino)-(4-dimethylamino-naphthalen-1-yl)-methyl]-phenyl}-amide C1(CC1)CNC(C=1C=C(C=CC1)NC(=O)C=1N(N=C(C1)C(F)(F)F)C1=CC(=CC=C1)CN)C1=CC=C(C2=CC=CC=C12)N(C)C